4-(4-chlorobutyl)-N-(3-(N-(3-(2,6-dioxopiperidin-3-yl)phenyl)sulfamoyl)phenyl)benzamide ClCCCCC1=CC=C(C(=O)NC2=CC(=CC=C2)S(NC2=CC(=CC=C2)C2C(NC(CC2)=O)=O)(=O)=O)C=C1